FC1=C(CN2[C@@H](CCC2=O)CC(=O)N[C@@H](C(C)C)C(=O)[O-])C=CC=C1F.C(C)[N+](CC)(CC)CC Tetraethylammonium (2-((S)-1-(2,3-difluorobenzyl)-5-oxopyrrolidin-2-yl)acetyl)-L-valinate